O=C1NC(CCC1N1CC2=CC=C(C=C2C1=O)CN(C(O)=O)C1=CC(=C(C=C1)C)F)=O.C1(=CC=CC=C1)C(C[Se]C1=CC=C(C=C1)C)=O 1-phenyl-2-(p-tolylseleno)ethan-1-one (2-(2,6-dioxopiperidin-3-yl)-3-oxoisoindolin-5-yl)methyl-(3-fluoro-4-methylphenyl)carbamate